(R)-2,6-difluoro-4-(3-((2-hydroxyethyl)(methyl)amino)-3-(3-(trifluoromethyl)-phenethyl)piperidin-1-yl)-N-(pyrimidin-4-yl)benzenesulfonamide FC1=C(C(=CC(=C1)N1C[C@](CCC1)(CCC1=CC(=CC=C1)C(F)(F)F)N(C)CCO)F)S(=O)(=O)NC1=NC=NC=C1